ClC=1C=C2C(=CN1)N(C=C2C(=O)OC)C methyl 5-chloro-1-methylpyrrolo[2,3-c]pyridine-3-carboxylate